C(#N)C[C@@H]1N(CCN(C1)C=1C2=C(N=C(N1)OC[C@H]1N(CCC1)C)CN(CC2)C2=C(C(=CC=C2)OC)C)C(=O)OCC2=CC=CC=C2 benzyl (2S)-2-(cyanomethyl)-4-[7-(3-methoxy-2-methyl-phenyl)-2-[[(2S)-1-methylpyrrolidin-2-yl]methoxy]-6,8-dihydro-5H-pyrido[3,4-d]pyrimidin-4-yl]piperazine-1-carboxylate